(2S)-ethylene oxide C1CO1